C(C)(C)C1NCCC2=C1NC1=CC=CC=C21 1-isopropyl-2,3,4,9-tetrahydro-1H-pyrido[3,4-b]indole